3-(7-methoxy-2-methyl-2H-indazol-5-yl)-7-(piperidin-4-yl)-1,2,4-benzotriazine COC1=CC(=CC2=CN(N=C12)C)C=1N=NC2=C(N1)C=CC(=C2)C2CCNCC2